Methyl 3-isopropyl-2-oxo-2,3-dihydro-1H-benzo[d]imidazole-5-carboxylate C(C)(C)N1C(NC2=C1C=C(C=C2)C(=O)OC)=O